(R)-8-ethyl-8,9-dihydro-[1,4]oxazepino[7,6-H]quinoline-10(11H)-carboxylic acid tert-butyl ester C(C)(C)(C)OC(=O)N1C[C@H](OC2=CC=C3C=CC=NC3=C2C1)CC